[2H]C(N\1CC(OCCCCCCCCCCCC(N/C1=N/C(OC(C)(C)C)=O)=O)=O)([2H])[2H] (Z)-tert-Butyl 4-trideuteriomethyl-2,7-dioxo-1-oxa-4,6-diazacyclooctadecan-5-ylidenecarbamate